racemic-(E)-2-(2,3-dihydrobenzofuran-2-yl)-3-fluoroallylcarbamic acid tert-butyl ester C(C)(C)(C)OC(NC/C(=C\F)/C1OC2=C(C1)C=CC=C2)=O